[2-fluoro-4-methyl-5-[7-(morpholin-4-yl)-1-[(3s)-piperidin-3-yl]indazol-5-yl]phenyl]pyrazole-4-carboxamide FC1=C(C=C(C(=C1)C)C=1C=C2C=NN(C2=C(C1)N1CCOCC1)[C@@H]1CNCCC1)C1=NNC=C1C(=O)N